6-(hydroxymethyl)-5-methoxytetrahydro-2H-pyran-3,4-diol OCC1C(C(C(CO1)O)O)OC